1-(3-chloro-2-fluorobenzyl)-2-ethyl-4-((3-fluoro-6-((4-methylthiazol-2-yl)amino)pyridin-2-yl)methyl)piperidine-4-carboxylic acid ClC=1C(=C(CN2C(CC(CC2)(C(=O)O)CC2=NC(=CC=C2F)NC=2SC=C(N2)C)CC)C=CC1)F